N(=[N+]=[N-])CC1=CN=C(O1)C1=C2CN(C(C2=CC=C1)=O)C1C(NC(CC1)=O)=O 3-(4-(5-(azidomethyl)oxazol-2-yl)-1-oxoisoindolin-2-yl)piperidine-2,6-dione